C(C)(=O)N1CC(C1)C(=O)N 1-acetylazetidine-3-carboxamide